(Z)-5-(benzo[d]thiazol-5-ylmethylene)-2-(phenylamino)-3,5-dihydro-4H-imidazol-4-one S1C=NC2=C1C=CC(=C2)\C=C/2\C(NC(=N2)NC2=CC=CC=C2)=O